(R)-2-(hydroxymethyl)-N-(5-(5-(methoxymethyl)-1,2,4-oxadiazol-3-yl)-2,3-dihydro-1H-inden-1-yl)isonicotinamide OCC=1C=C(C(=O)N[C@@H]2CCC3=CC(=CC=C23)C2=NOC(=N2)COC)C=CN1